1H,2'H-2,3'-biindol-2'-one N1C(=CC2=CC=CC=C12)C=1C(N=C2C=CC=CC12)=O